4-(4-propenoylpiperazin-1-yl)-7-(2-amino-3,5-dichloro-4,6-difluorophenyl)-6-chloro-1-(2-isopropyl-4-methylpyridin-3-yl)-2-oxo-1,2-dihydro-1,8-naphthyridine-3-carbonitrile C(C=C)(=O)N1CCN(CC1)C1=C(C(N(C2=NC(=C(C=C12)Cl)C1=C(C(=C(C(=C1F)Cl)F)Cl)N)C=1C(=NC=CC1C)C(C)C)=O)C#N